Tert-butyl N-[(1R)-1-deuterio-2-[4-[[4-[1-(2,6-dioxo-3-piperidyl)-4-fluoro-3-methyl-2-oxo-benzimidazol-5-yl]piperazin-1-yl]methyl]cyclohexoxy]-1-methyl-ethyl]carbamate [2H][C@](COC1CCC(CC1)CN1CCN(CC1)C1=C(C2=C(N(C(N2C)=O)C2C(NC(CC2)=O)=O)C=C1)F)(C)NC(OC(C)(C)C)=O